N[C@](C(=O)N1C[C@@H](N(C[C@H]1C)C=1C2=C(N=CN1)N(CC21CCC1)C1=NC=CC(=C1)C#N)C)(COC)C 2-[4-[(2S,5R)-4-[(2S)-2-amino-3-methoxy-2-methylpropanoyl]-2,5-dimethylpiperazin-1-yl]spiro[6H-pyrrolo[2,3-d]pyrimidine-5,1'-cyclobutane]-7-yl]pyridine-4-carbonitrile